phenyl-10,15,20-tri(4-methoxyphenyl)porphyrin C1(=CC=CC=C1)C1=C2NC(=C1)C=C1C=CC(=N1)C(=C1C=CC(N1)=C(C=1C=CC(N1)=C2C2=CC=C(C=C2)OC)C2=CC=C(C=C2)OC)C2=CC=C(C=C2)OC